5-fluoro-7-{8-fluoro-2-methylimidazo[1,2-a]pyridin-6-yl}-3-(pyrrolidin-3-yl)quinazolin-4-one FC1=C2C(N(C=NC2=CC(=C1)C=1C=C(C=2N(C1)C=C(N2)C)F)C2CNCC2)=O